C(C)(=O)OCCCCCCCCC\C=C\C (E)-10-Dodecenyl acetate